C[Si](CCOCN1C(C2(NC1=O)CC1(CCC(CC1)=O)C2)=O)(C)C 2-(2-trimethylsilylethoxymethyl)-2,4-diazadispiro[4.1.57.15]tridecane-1,3,10-trione